1-(2-(4-(2-(3-fluorophenyl)pyrrolidin-1-yl)-7H-pyrrolo[2,3-d]pyrimidin-7-yl)thiazol-5-yl)-3-(4-methylpiperazin-1-yl)urea FC=1C=C(C=CC1)C1N(CCC1)C=1C2=C(N=CN1)N(C=C2)C=2SC(=CN2)NC(=O)NN2CCN(CC2)C